ClC=1C=CC2=C(N(C=3N=C(C=CC3C2=O)C(C)(C)C#N)CC(=O)[O-])C1SC.[Na+] sodium 2-(8-chloro-2-(2-cyanopropan-2-yl)-9-(methylthio)-5-oxobenzo[b][1,8]naphthyridin-10(5H)-yl)acetate